C1CCC12NCCC(C2)NC(=O)C2(CCN(CC2)C2=CN=NC(=C2)C2=C(C=CC=C2)O)C2=CC=CC=C2 N-{5-azaspiro[3.5]nonan-8-yl}-1-[6-(2-hydroxyphenyl)pyridazin-4-yl]-4-phenylpiperidine-4-carboxamide